C=1N=CN2C1C1=CC=CC=C1C2C=2C=C(C=CC2)S(=O)(=O)NC 3-(5H-imidazo[5,1-a]isoindol-5-yl)-N-methylbenzenesulfonamide